(tert-butylamino)dimethyl-(9,9-ditetradecyl-2-methyl-1,9-dihydro-cyclopenta[b]fluoren-1-yl)silane C(C)(C)(C)N[Si](C1C(=CC=2C1=CC=1C(C3=CC=CC=C3C1C2)(CCCCCCCCCCCCCC)CCCCCCCCCCCCCC)C)(C)C